(1R)-6-chloro-N-[3-(2-{[2-(dimethylamino)ethyl]amino}-8-methoxyquinazolin-6-yl)-2,4-difluorophenyl]-1-hydroxy-2,3-dihydro-1H-indene-4-sulfonamide ClC=1C=C(C=2CC[C@H](C2C1)O)S(=O)(=O)NC1=C(C(=C(C=C1)F)C=1C=C2C=NC(=NC2=C(C1)OC)NCCN(C)C)F